C(#N)C[C@H]1N(CCN(C1)C(=O)OC(C)(C)C)C(=O)OCC1=CC=CC=C1 1-benzyl 4-(tert-butyl) (R)-2-(cyanomethyl)piperazine-1,4-dicarboxylate